C(C)C(=O)O.C(=O)OCC ethyl formate (ethyl format)